C(C)(C)(C)OC(N[C@@H]1[C@@H](OCC12CCN(CC2)C2=NC=C(N=C2)SC2=C(C=1N(C=C2)C=C(N1)F)Cl)C)=O ((3S,4S)-8-(5-((8-chloro-2-fluoroimidazo[1,2-a]pyridin-7-yl)thio)pyrazin-2-yl)-3-methyl-2-oxa-8-azaspiro[4.5]decan-4-yl)carbamic acid tert-butyl ester